1,1,2,2-tetra(4-aminophenyl) ethylene 5-(2-carboxyethyl)-2-hydroxyphenyl beta-D-glucopyranoside O([C@H]1[C@H](O)[C@@H](O)[C@H](O)[C@H](O1)CO)C1=C(C=CC(=C1)CCC(=O)O)O.NC1=CC=C(C=C1)C(=C(C1=CC=C(C=C1)N)C1=CC=C(C=C1)N)C1=CC=C(C=C1)N